2-(3-fluoro-5-isopentyl-2-methoxyphenyl)-2-((R)-3-(methyl(5-(5,6,7,8-tetrahydro-1,8-naphthyridin-2-yl)pentyl)amino)pyrrolidin-1-yl)acetic acid FC=1C(=C(C=C(C1)CCC(C)C)C(C(=O)O)N1C[C@@H](CC1)N(CCCCCC1=NC=2NCCCC2C=C1)C)OC